7-[[(1S)-1-[4-[(1R)-2-cyclopropyl-1-(4-prop-2-enylpiperazin-1-yl)ethyl]phenyl]ethyl]amino]-1-ethyl-4H-pyrimido[4,5-d][1,3]oxazin-2-one C1(CC1)C[C@@H](N1CCN(CC1)CC=C)C1=CC=C(C=C1)[C@H](C)NC=1N=CC2=C(N(C(OC2)=O)CC)N1